CN(C1=CC=C(C=C1)C1(OC(=O)C2=CC=CC=C12)C1=CC=C(C=C1)N(C)C)C 3,3-bis(4-dimethylaminophenyl)phthalide